tert-butyl 4-(6-methoxy-5-((6-(pyridin-4-yl)-8,9-dihydroimidazo[1',2':1,6]pyrido[2,3-d]pyrimidin-2-yl)amino)pyridin-2-yl)piperazine-1-carboxylate COC1=C(C=CC(=N1)N1CCN(CC1)C(=O)OC(C)(C)C)NC=1N=CC2=C(N1)N1C(C(=C2)C2=CC=NC=C2)=NCC1